(1R,3S)-3-(3-((3-(dimethylamino)-1,2,4-triazin-5-yl)amino)-1H-pyrazol-5-yl)cyclopentyl (1-methylcyclopropyl)carbamate CC1(CC1)NC(O[C@H]1C[C@H](CC1)C1=CC(=NN1)NC=1N=C(N=NC1)N(C)C)=O